2-Cyclopentyl-4-[3-(3-cyclopropylphenyl)pyrrolo[2,3-b]pyrazin-5-yl]benzoic acid C1(CCCC1)C1=C(C(=O)O)C=CC(=C1)N1C=CC=2C1=NC(=CN2)C2=CC(=CC=C2)C2CC2